[5-[4-[4-chloro-3-[(1-cyanocyclopropyl)-ethoxycarbonyl-carbamoyl]phenyl]pyrazol-1-yl]-1-methyl-4-(trifluoromethyl)pyrazol-3-yl]1,1,1,2,3,3,3-heptafluoropropane-2-sulfonate ClC1=C(C=C(C=C1)C=1C=NN(C1)C1=C(C(=NN1C)OS(=O)(=O)C(C(F)(F)F)(C(F)(F)F)F)C(F)(F)F)C(N(C(=O)OCC)C1(CC1)C#N)=O